C(C1=CC=CC=C1)C=1C=C(C=CC1)C1=NC(=C(C(=O)O)C=C1)NC 6-(3-benzylphenyl)-2-(methylamino)nicotinic acid